(4-cyano-3-(trifluoromethyl)phenyl)thiourea C(#N)C1=C(C=C(C=C1)NC(=S)N)C(F)(F)F